(S)-2-chloro-4-cyclopropyl-6-(3-hydroxypyrrolidin-1-yl)pyridine-3,5-dicarbonitrile ClC1=NC(=C(C(=C1C#N)C1CC1)C#N)N1C[C@H](CC1)O